NC1=C(C=CC(=C1)C=1OC=CC1)NC(OC(C)(C)C)=O tert-butyl (2-amino-4-(furan-2-yl)phenyl)carbamate